COC(C1=C(C(=CC=C1C)CCC1=CC=C(C=C1)NC(=O)OC(C)(C)C)F)=O 3-(4-((tert-Butoxycarbonyl)amino)phenethyl)-2-fluoro-6-methylbenzoic acid methyl ester